O1C(=CC=C1)C=1C=C(C=CC1)B1OC(C(O1)(C)C)(C)C 2-(3-(furan-2-yl)phenyl)-4,4,5,5-tetramethyl-1,3,2-dioxaborolane